O1C(C1)CO (oxiran-2-yl)methanol